C1(=CC=CC=C1)C(C=1OC2=C(C1)C=CC=C2)C2=CC1=CC=CC=C1C=C2 2-((phenyl)(naphthalen-2-yl)methyl)benzofuran